COC1=CC=C(C=C1)CN1C(C(CCC1=O)N1C(N(C2=C1C=CC(=C2)C2(CCN(CC2)C(=O)OC(C)(C)C)C(=O)OC)C)=O)=O 1-Tert-butyl 4-methyl 4-[1-[1-[(4-methoxyphenyl)methyl]-2,6-dioxo-3-piperidyl]-3-methyl-2-oxo-benzimidazol-5-yl]piperidine-1,4-dicarboxylate